2-chloro-5-fluoro-4-[3-(oxetan-3-yl)phenyl]pyrimidine ClC1=NC=C(C(=N1)C1=CC(=CC=C1)C1COC1)F